C(C)(=O)OC1=CC=C2C(C(=COC2=C1)C1=CC=C(C=C1)OC)=O 3-(4-methoxyphenyl)-4-oxo-4H-chromen-7-yl acetate